(((1S,2S)-2-aminocyclohexyl)oxy)isobenzofuran-1(3H)-one N[C@@H]1[C@H](CCCC1)OC1OC(C2=CC=CC=C12)=O